C(#C)C=1C=CC(=NC1)N1CCC(CC1)NC(=S)NC=1C=NC=CC1 1-(1-(5-Ethynylpyridin-2-yl)piperidin-4-yl)-3-(pyridin-3-yl)thiourea